COC1=C(CN2CC(C2)C(=O)O)C(=CC(=C1)C1=CN(C(C2=CN=CC=C12)=O)C)OC 2,6-dimethoxy-4-(2-methyl-1-oxo-1,2-dihydro-2,7-naphthyridin-4-yl)benzylazetidine-3-carboxylic acid